(R)-2-(2-amino-3-phenylpropoxy)-4,6-dimethoxybenzoic acid benzyl ester hydrochloride Cl.C(C1=CC=CC=C1)OC(C1=C(C=C(C=C1OC)OC)OC[C@@H](CC1=CC=CC=C1)N)=O